(S)-1-((oxetan-2-yl)methyl)-2-((7-(pyridin-3-ylmethoxy)-3,4-dihydroisoquinolin-2(1H)-yl)methyl)-1H-benzo[d]imidazole-6-carboxylic acid O1[C@@H](CC1)CN1C(=NC2=C1C=C(C=C2)C(=O)O)CN2CC1=CC(=CC=C1CC2)OCC=2C=NC=CC2